C(#N)C=1C=C(C=CC1)C=1N=C(SC1C=1C=C2C(=NC=NC2=CC1)CC)NC(=O)N1CC2(COC2)C1 N-[4-(3-cyanophenyl)-5-(4-ethylquinazolin-6-yl)thiazol-2-yl]-2-oxa-6-azaspiro[3.3]heptane-6-carboxamide